O1CC(C(C1)CC(=O)[O-])CC(=O)[O-] tetrahydrofuran-3,4-diacetate